FC1=C(C=CC(=C1)C1=CC(=CC=C1)O)C(C)N1CCN(CC1)C1=CC=C(C(=O)O)C=C1 4-[4-[1-[2-Fluoro-4-(3-hydroxyphenyl)phenyl]ethyl]piperazin-1-yl]benzoic acid